alpha-mercaptoethyl-sodium SC(C)[Na]